methyl 6-(((3S)-1-((phenoxathiine-3-carbonyl)glycyl)-5-(((R)-1-(1-(phenylsulfonyl)-1H-pyrrolo[3,2-c]pyridin-2-yl)ethyl)carbamoyl)pyrrolidin-3-yl) methoxy)hexanoate C1=CC(=CC=2OC3=CC=CC=C3SC12)C(=O)NCC(=O)N1C[C@H](CC1C(N[C@H](C)C1=CC=2C=NC=CC2N1S(=O)(=O)C1=CC=CC=C1)=O)COCCCCCC(=O)OC